9-(10-bromodecyl)-9H-carbazole BrCCCCCCCCCCN1C2=CC=CC=C2C=2C=CC=CC12